FC=1C=C2C=NN(C2=CC1C1=C2C=CC=C(C2=CC=C1)CC(=O)OC)C methyl 2-[5-(5-fluoro-1-methylindazol-6-yl)naphthalen-1-yl]acetate